4-Cyclopropyl-6-(3-((1s,3R)-3-hydroxy-1-(4-methyl-4H-1,2,4-triazol-3-yl)cyclobutyl)phenyl)-2-(((S)-3-methylpiperidin-1-yl)methyl)-1,6-dihydro-7H-pyrrolo[2,3-c]pyridin-7-one C1(CC1)C=1C2=C(C(N(C1)C1=CC(=CC=C1)C1(CC(C1)O)C1=NN=CN1C)=O)NC(=C2)CN2C[C@H](CCC2)C